CN([C@@H](C)C(=O)O)C1=CC=C2C(=N1)OC(C=C2C2=C(C=CC=C2)C)=O N-methyl-N-(2-oxo-4-(o-tolyl)-2H-pyrano[2,3-b]pyridin-7-yl)alanine